2-ethyl-N-(3-(2'-fluoro-4'-(tri-fluoromethoxy)-[1,1'-biphenyl]-4-yl)propyl)-6-methylthieno[2,3-d]pyrimidin-4-amine C(C)C=1N=C(C2=C(N1)SC(=C2)C)NCCCC2=CC=C(C=C2)C2=C(C=C(C=C2)OC(F)(F)F)F